cis-2-(2,6-dioxopiperidin-3-yl)-5-(4-(5-(4-(7-hydroxy-3-phenylchroman-4-yl)phenoxy)pentyl)piperazin-1-yl)isoindoline-1,3-dione O=C1NC(CCC1N1C(C2=CC=C(C=C2C1=O)N1CCN(CC1)CCCCCOC1=CC=C(C=C1)[C@@H]1[C@@H](COC2=CC(=CC=C12)O)C1=CC=CC=C1)=O)=O